ClC1=NN(C=C1C1=NC=CC(=N1)NC=1N=CC2=C(C=C(C(=C2C1)C(C)C)F)N1[C@@H]([C@H](C1)NS(=O)(=O)C)C)C N-((2R,3S)-1-(3-((2-(3-chloro-1-methyl-1H-pyrazol-4-yl)pyrimidin-4-yl)amino)-6-fluoro-5-isopropylisoquinolin-8-yl)-2-methylazetidin-3-yl)methanesulfonamide